OCCSCC (4-hydroxy-2-thiabutyl)methane